N-[4-[[tert-butyl-(dimethyl)silyl]oxymethyl]-3-fluoropyridin-2-yl]acetamide C(C)(C)(C)[Si](OCC1=C(C(=NC=C1)NC(C)=O)F)(C)C